CC1=NC2=CC=CC(=C2C(N1C1CNCCC1)=O)C#CCN1CCNCC1 3-(2-Methyl-4-oxo-5-(3-(piperazin-1-yl)prop-1-yn-1-yl)quinazolin-3(4H)-yl)piperidine